Cl.O=C1N2C(=NC=3C=C4C(=CC13)C=CC=C4)C(=CC=C2)C(=O)NC(C)C2NCCCC2 12-oxo-N-(1-(piperidin-2-yl)ethyl)-12H-benzo[g]pyrido[2,1-b]quinazoline-4-carboxamide hydrochloride